CN(C=1C=C(C=CC1F)C1=CC=C2C(C(COC2=C1)(C)C)NC(O[C@@H]1CN2CCC1CC2)=O)C (S)-quinuclidin-3-yl (7-(3-(dimethylamino)-4-fluorophenyl)-3,3-dimethylchroman-4-yl)carbamate